CN1N=NC(=C1)C1=CC=C2C(=CNC2=C1)C([C@H](C1=CC=CC=C1)NCCC1=CC=C(C#N)C=C1)=O |r| (S)- and (R)-4-(2-((2-(6-(1-methyl-1H-1,2,3-triazol-4-yl)-1H-indol-3-yl)-2-oxo-1-phenylethyl)amino)ethyl)benzonitrile